N-(2-(1-(o-tolyl)-1H-pyrazol-5-yl)propan-2-yl)acetamide C1(=C(C=CC=C1)N1N=CC=C1C(C)(C)NC(C)=O)C